Dimethyl 2-but-2-ynyl-2-prop-2-ynylpropanedioate C(C#CC)C(C(=O)OC)(C(=O)OC)CC#C